4-(4-Fluorophenyl)-3-(pyridin-4-yl)-1-(2,4,6-trichlorophenyl)-1H-pyrazol-5-amine FC1=CC=C(C=C1)C=1C(=NN(C1N)C1=C(C=C(C=C1Cl)Cl)Cl)C1=CC=NC=C1